ClC1=CC(=C(C(=O)OC)C=C1)CN1C=NC=C1 methyl 4-chloro-2-(imidazol-1-ylmethyl)benzoate